FC1(C(C(C1)C(=O)N(C)OC)(C)C)F 3,3-difluoro-N-methoxy-N,2,2-trimethyl-cyclobutanecarboxamide